NC1=C(NCC2OCCCN(C2)C(=O)OC(C)(C)C)C(=CC(=C1)F)Br tert-butyl 2-[(2-amino-6-bromo-4-fluoro-anilino)methyl]-1,4-oxazepane-4-carboxylate